N,N'-Ethylenebis(salicylamine) C(CNCC=1C(O)=CC=CC1)NCC=1C(O)=CC=CC1